(R)-4-ethoxy-N-(8-fluoro-2-methylimidazo[1,2-a]pyridin-6-yl)-2-(3-((methylamino)methyl)pyrrolidin-1-yl)pyrimidine-5-carboxamide 4-methylbenzenesulfonate CC1=CC=C(C=C1)S(=O)(=O)O.C(C)OC1=NC(=NC=C1C(=O)NC=1C=C(C=2N(C1)C=C(N2)C)F)N2C[C@H](CC2)CNC